N1(N=CC=C1)CCC(=O)N1CCC=C(C1)B1OC(C(O1)(C)C)(C)C 3-pyrazol-1-yl-1-[5-(4,4,5,5-tetramethyl-1,3,2-dioxaborolan-2-yl)-3,6-dihydro-2H-pyridin-1-yl]propan-1-one